N-(5-{2-[(2E)-2-(aminomethyl)-3-fluoroprop-2-en-1-yl]-3-oxo-2,3-dihydro[1,2,4]triazolo[4,3-a]pyridin-6-yl}-1,3-benzothiazol-2-yl)acetamide NC/C(/CN1N=C2N(C=C(C=C2)C=2C=CC3=C(N=C(S3)NC(C)=O)C2)C1=O)=C\F